BrC=1C(N(C(=CC1OCC1=C(C=C(C=C1)F)F)C)C=1C=C(C(=O)NC)C=CC1F)=O 3-[3-bromo-4-[(2,4-difluorobenzyl)oxy]-6-methyl-2-oxopyridin-1(2H)-yl]-4-fluoro-N-methylbenzamide